COC(C1=NC(=CC(=C1)Cl)C1=CC=C(C=C1)F)=O 4-chloro-6-(4-fluorophenyl)picolinic acid methyl ester